3-fluoro-5-(((1-hydroxyoctadeca-2-yl)oxy)methyl)benzonitrile FC=1C=C(C#N)C=C(C1)COC(CO)CCCCCCCCCCCCCCCC